CC(C(C1=CC=C2C=C(C(NC2=C1)=O)C)N1CCN(CC1)C1=NC=C(C#N)C=C1)C 6-(4-(2-methyl-1-(3-methyl-2-oxo-1,2-dihydroquinolin-7-yl)propyl)piperazin-1-yl)nicotinonitrile